4-cyano-2-((1R,3R,5S)-3-((5-cyclopropyl-3-(2,6-dichlorophenyl)isoxazol-4-yl)methoxy)-8-azabicyclo[3.2.1]oct-8-yl)benzo[d]thiazole-6-carboxylic acid C(#N)C1=CC(=CC2=C1N=C(S2)N2[C@H]1CC(C[C@@H]2CC1)OCC=1C(=NOC1C1CC1)C1=C(C=CC=C1Cl)Cl)C(=O)O